COC(=O)C=1C=2N(C=C(C1)C=O)C(=CN2)F 3-fluoro-6-formylimidazo[1,2-a]pyridine-8-carboxylic acid methyl ester